4-(7-(2-methoxyphenyl)imidazo[5,1-b]thiazol-5-yl)benzonitrile COC1=C(C=CC=C1)C=1N=C(N2C1SC=C2)C2=CC=C(C#N)C=C2